C(C)(C)(C)OC(NCCN(C)C=1C2=C(N=C(N1)OCC13CCCN3CCC1)CN(CC2)C2=CC=CC1=CC=CC(=C21)Cl)=O tert-butyl(2-((7-(8-chloronaphthalen-1-yl)-2-((tetrahydro-1H-pyrrolizin-7a(5H)-yl)methoxy)-5,6,7,8-tetrahydropyrido[3,4-d]pyrimidin-4-yl)(methyl)amino)ethyl)carbamate